NC1N(CC1)C(=O)[O-] amino-azetidine-1-carboxylate